(2,6-bis(benzyloxy)pyridin-3-yl)-2-(2,6-dibromophenyl)acetamide C(C1=CC=CC=C1)OC1=NC(=CC=C1C(C(=O)N)C1=C(C=CC=C1Br)Br)OCC1=CC=CC=C1